Cl.ClC=1C(=CC(=C(CN2C[C@@H](CC2)CN)C1)F)OCC (S)-(1-(5-chloro-4-ethoxy-2-fluorobenzyl)pyrrolidin-3-yl)methanamine hydrochloride